N-[(trans)-2-[(5-bromo-1-[[2-(trimethylsilyl)ethoxy]methyl]pyrrolo[2,3-b]pyridin-6-yl)oxy]cyclopentyl]-4-methylbenzenesulfonamide BrC=1C=C2C(=NC1O[C@H]1[C@@H](CCC1)NS(=O)(=O)C1=CC=C(C=C1)C)N(C=C2)COCC[Si](C)(C)C